bis(2-ethyltrimethoxysilyl)amine CCCO[Si](OC)(OC)N[Si](OC)(OC)OCCC